BrC1=CC=C2NC(=C3C2=C1C1=C[C@H](CN([C@@H]1C3)C)C(=O)N(CC)CC)Br (6aR,9R)-1,5-dibromo-N,N-diethyl-7-methyl-4,6,6a,7,8,9-hexahydroindolo[4,3-fg]quinoline-9-carboxamide